5-bromo-N3,2-dimethylpyridine-3,4-diamine BrC=1C(=C(C(=NC1)C)NC)N